2-(4-methoxybenzyl)-6-morpholino-8-(phenylamino)-7-(pyridin-4-yl)-3,4-dihydropyrrolo[1,2-a]pyrazin-1(2H)-one COC1=CC=C(CN2C(C=3N(CC2)C(=C(C3NC3=CC=CC=C3)C3=CC=NC=C3)N3CCOCC3)=O)C=C1